(S)-1-(tert-butyl)-3-(3-oxo-4-(1-phenylethyl)-3,4-dihydro-2H-benzo[b][1,4]oxazin-7-yl)urea C(C)(C)(C)NC(=O)NC=1C=CC2=C(OCC(N2[C@@H](C)C2=CC=CC=C2)=O)C1